1-((2R,3R,4R,5R)-3,4-diacetoxy-5-(acetoxymethyl)tetrahydrofuran-2-yl)-3-((6-(triphenylphosphonio)hexyl)carbamoyl)pyridin-1-ium C(C)(=O)O[C@H]1[C@@H](O[C@@H]([C@H]1OC(C)=O)COC(C)=O)[N+]1=CC(=CC=C1)C(NCCCCCC[P+](C1=CC=CC=C1)(C1=CC=CC=C1)C1=CC=CC=C1)=O